CC1(OB(OC1(C)C)C=1C=C2CCOCC2=C(C1)[C@H]1N(CCC1)C(=O)OC(C)(C)C)C tert-butyl (S)-2-[6-(4,4,5,5-tetramethyl-1,3,2-dioxaborolan-2-yl)isochroman-8-yl]pyrrolidine-1-carboxylate